O=C1OCC2=CC(=CC=C12)NCCOCCOC=1C=C(C=CC1)CNC(OC(C)(C)C)=O tert-butyl (3-(2-(2-(1-oxo-1,3-dihydroisobenzofuran-5-ylamino)ethoxy)ethoxy)phenyl)methylcarbamate